COC=1C=C2CCC(C(C2=CC1)=O)C1=CC=C(C=C1)S(=O)(=O)C 6-methoxy-2-(4-(methylsulfonyl)phenyl)-3,4-dihydronaphthalene-1(2H)-one